NC=1NC(=C(C(C1C(=O)OC)C=1C2=C(SC1)C(=CC=C2)C#N)C(=O)OC)C2CC2 Dimethyl 2-amino-4-(7-cyanobenzo[b]thiophen-3-yl)-6-cyclopropyl-1,4-dihydropyridin-3,5-dicarboxylat